NC1=NC=2C=CC(=CC2C=2C1=NSN2)C(=O)O 4-amino-[1,2,5]thiadiazolo[3,4-C]quinoline-8-carboxylic acid